ClC=1C=CC=C2C(N=C(NC12)C1=C(C=CC(=C1)C(=O)O)C1=CC(=CC=C1)F)(C)C (8-chloro-4,4-dimethyl-1,4-dihydroquinazolin-2-yl)-3'-fluoro-[1,1'-biphenyl]-4-carboxylic acid